3-(4'-tert-butylphenyl)propionaldehyde C(C)(C)(C)C1=CC=C(C=C1)CCC=O